CN1N=CC(=C1)C1=NN2C(=NC3=C(C2=N1)N=CC=C3)N[C@H]3C(NCCCC3)=O (3R)-3-{[2-(1-methyl-1H-pyrazol-4-yl)pyrido[2,3-e][1,2,4]triazolo[1,5-c]pyrimidin-5-yl]amino}azepan-2-one